COC1=C(C=CC=C1)C=C1C=C(C(C(=C1)C(C)(C)C)=O)C(C)(C)C 4-(2-methoxyphenyl)methylene-2,6-di-tert-butyl-2,5-cyclohexadiene-1-one